2-amino-4-(6-(bis(4-methoxybenzyl)amino)-4-methyl-3-(trifluoromethyl)pyridin-2-yl)-5-(3-((tert-butoxycarbonyl)Amino)propyl)-3,6-difluorobenzoic acid NC1=C(C(=O)O)C(=C(C(=C1F)C1=NC(=CC(=C1C(F)(F)F)C)N(CC1=CC=C(C=C1)OC)CC1=CC=C(C=C1)OC)CCCNC(=O)OC(C)(C)C)F